N-isopropyl-3,8-diazabicyclo[3.2.1]octane-8-carboxamide C(C)(C)NC(=O)N1C2CNCC1CC2